C[Si](CCOCN1C=NC=C1SC1=CC=C(C(=O)OC)C=C1)(C)C methyl 4-[3-(2-trimethylsilylethoxymethyl)imidazol-4-yl]sulfanylbenzoate